(3aS,4S,6R,6aR)-6-azido-2,2-dimethyltetrahydrofuro[3,4-d][1,3]dioxole-4-carboxylic acid N(=[N+]=[N-])[C@@H]1O[C@@H]([C@@H]2[C@H]1OC(O2)(C)C)C(=O)O